(S)-(2,7-dimethyl-3-(1-methyl-3-(trifluoromethyl)-1H-pyrazol-5-yl)-2,4,5,7-tetrahydro-6H-pyrazolo[3,4-c]Pyridin-6-yl)(7-fluoro-1-methyl-1H-indazol-4-yl)methanone CN1N=C2[C@@H](N(CCC2=C1C1=CC(=NN1C)C(F)(F)F)C(=O)C1=C2C=NN(C2=C(C=C1)F)C)C